N-(4-methoxyphenyl)propan-2-imine COC1=CC=C(C=C1)N=C(C)C